CC1(CN(C2=NC=C(N=C21)C(=O)N2C(CNCC2)(C)C)C2=CC(=C(C(=C2)F)F)F)C 4-(7,7-dimethyl-5-(3,4,5-trifluorophenyl)-6,7-dihydro-5H-pyrrolo[2,3-b]pyrazine-2-carbonyl)-3,3-dimethylpiperazin